5-(methylsulfonyl)-2-(5-(p-tolyl)-1H-imidazole-1-yl)pyridine CS(=O)(=O)C=1C=CC(=NC1)N1C=NC=C1C1=CC=C(C=C1)C